tert-Butyl (R)-3-(4-(1-(3-((tert-butoxycarbonyl)amino)propyl)-1H-pyrazol-4-yl)phenoxy)-2-hydroxypropanoate C(C)(C)(C)OC(=O)NCCCN1N=CC(=C1)C1=CC=C(OC[C@H](C(=O)OC(C)(C)C)O)C=C1